BrC=1C=2N(C=CC1)C=C(N2)CCl 8-bromo-2-(chloromethyl)imidazo[1,2-a]pyridine